4-(6-fluoro-1-methyl-1,2,3,4-tetrahydrobenzo[4,5]imidazo[1,2-a]pyridin-8-yl)-N-(5-(4-methylpiperazin-1-yl)pyridin-2-yl)pyrimidin-2-amin FC1=CC(=CC2=C1N=C1N2C(CCC1)C)C1=NC(=NC=C1)NC1=NC=C(C=C1)N1CCN(CC1)C